6-(3-(2-(1-(4-methylthiazol-2-yl)cyclobutoxy)acetyl)-3,8-diazabicyclo[3.2.1]octan-8-yl)nicotinonitrile CC=1N=C(SC1)C1(CCC1)OCC(=O)N1CC2CCC(C1)N2C2=NC=C(C#N)C=C2